tert-butyl 2-(((1S,3S,5S)-5-methyl-2-((phenoxathiine-3-carbonyl)glycyl)-2-azabicyclo[3.1.0]hexane-3-carboxamido)methyl)-4,7-dihydrothieno[2,3-c]pyridine-6(5H)-carboxylate C[C@@]12C[C@H](N([C@H]2C1)C(CNC(=O)C=1C=CC=2SC3=CC=CC=C3OC2C1)=O)C(=O)NCC1=CC2=C(CN(CC2)C(=O)OC(C)(C)C)S1